[C@H](C)(CC)[C@H]1NC(C2=C(N(C1=O)C(C(=O)NS(=O)(=O)C=1SC=CC1)C)C=CC(=C2)Cl)C2=CC=CC=C2 ((3R)-3-((S)-sec-butyl)-7-chloro-2-oxo-5-phenyl-2,3,4,5-tetrahydro-1H-benzo[e][1,4]diazepin-1-yl)-N-(thiophen-2-ylsulfonyl)propanamide